5-(Ethylsulfonyl)-N-[4-(1,1,1,3,3,3-hexafluoro-2-hydroxypropan-2-yl)phenyl]-2-(3-hydroxy-3-methylbutanoyl)-2,3-dihydro-1H-isoindol-1-carboxamid C(C)S(=O)(=O)C=1C=C2CN(C(C2=CC1)C(=O)NC1=CC=C(C=C1)C(C(F)(F)F)(C(F)(F)F)O)C(CC(C)(C)O)=O